tert-butyl (3S)-3-(4-{3-[(2,2-dimethylpropanoyl)oxy]-6,7-dihydro-5H-benzo[7]annulen-9-yl}phenoxy)pyrrolidine-1-carboxylate CC(C(=O)OC1=CC2=C(C(=CCCC2)C2=CC=C(O[C@@H]3CN(CC3)C(=O)OC(C)(C)C)C=C2)C=C1)(C)C